C(C)(C)C1=C(NC2=CC=C(C=C12)C1OCC(N(C1)CC(C)(O)C)(C)C)C=1C=C(C=2N(C1)N=CN2)C 1-(2-(3-isopropyl-2-(8-methyl-[1,2,4]triazolo[1,5-a]pyridin-6-yl)-1H-indol-5-yl)-5,5-dimethylmorpholino)-2-methylpropan-2-ol